ClC=1C=C2C(=C(C(NC2=CC1)=O)C=1CC(N(N1)C(CCC(=O)O)=O)C1=CC=C(C=C1)F)C1=CC=C(C=C1)OC 4-[5-[6-chloro-4-(4-methoxyphenyl)-2-oxo-1H-quinolin-3-yl]-3-(4-fluorophenyl)-3,4-dihydropyrazol-2-yl]-4-oxo-butanoic acid